CCCCCCCC/C=C\\CCCCCCCC(=O)OCC(C)C1=C(C2=C(C3=C(C=C2)C(CCC3)(C)C)C(=O)C1=O)O The molecule is a diterpenoid with a fatty acyl side chain isolated from Salvia miltiorrhiza and has been shown to inhibit platelet aggregation induced by arachidonic acid. It has a role as a metabolite and a platelet aggregation inhibitor. It is a diterpenoid, a fatty acid ester, a carbotricyclic compound and a member of p-quinones. It derives from an oleic acid.